tert-butyl (1S,4S)-5-(4-chloropyrido[3,2-d]pyrimidin-6-yl)-2,5-diazabicyclo[2.2.1]heptane-2-carboxylate ClC=1C2=C(N=CN1)C=CC(=N2)N2[C@@H]1CN([C@H](C2)C1)C(=O)OC(C)(C)C